2,2',4,5,6-pentafluoro-4'-methoxy-5'-nitro-[1,1'-biphenyl]-3-ol FC1=C(C(=C(C(=C1O)F)F)F)C1=C(C=C(C(=C1)[N+](=O)[O-])OC)F